Cyclopropylmethyl 4-methyl-2-(3-(3-(5-methyl-1,2,4-oxadiazol-3-yl)benzamido)propanamido)thiazole-5-carboxylate CC=1N=C(SC1C(=O)OCC1CC1)NC(CCNC(C1=CC(=CC=C1)C1=NOC(=N1)C)=O)=O